N-(3'-aminopropyl)naphthalene-1-sulfonylamine hydrochloride Cl.NCCCNS(=O)(=O)C1=CC=CC2=CC=CC=C12